[Au].C(C(S)CC(=O)O)(=O)O thiomalic acid gold